N[C@@H]1C2=CC=CC=C2CC12CCN(CC2)C2=CN=C1C(=N2)NN=C1C(=C)C=1C(N(C=CC1)C)=O (S)-3-(1-(6-(1-amino-1,3-dihydro-spiro[inden-2,4'-piperidin]-1'-yl)-1H-pyrazolo[3,4-b]pyrazin-3-yl)vinyl)-1-methylpyridin-2(1H)-one